CC1=NOCC1=O methyl-isoxazolinone